NC1=NC=CC=C1C1=NC=2C(=NC(=CC2)N2N=CC=C2)N1C=1C=C2CC[C@@H](C2=CC1)NC1CCN(CC1)C(C#CC)=O 1-(4-{[(1S)-5-[2-(2-aminopyridin-3-yl)-5-(pyrazol-1-yl)imidazo[4,5-b]pyridin-3-yl]-2,3-dihydro-1H-inden-1-yl]amino}piperidin-1-yl)but-2-yn-1-one